FC=1C=C(C#N)C=CC1N1CC(N(C2(CC(C2)C2=NC(=NO2)C)C1=O)CC1=CC=C(C=C1)C(F)(F)F)=O 3-fluoro-4-(2-(3-methyl-1,2,4-oxadiazol-5-yl)-6,9-dioxo-5-(4-(trifluoromethyl)benzyl)-5,8-diazaspiro[3.5]nonan-8-yl)benzonitrile